C(C(=C)C)(=O)[O-].CN(CCC[NH3+])C N-[3-(dimethylamino)propyl]ammonium methacrylate